CC(C=O)CCCCCCCCC methylnonyl-Acetaldehyde